FC1=C(C(=O)OC)C=CC(=C1)C1CCNCC1 methyl 2-fluoro-4-(4-piperidyl)benzoate